undecylferrocenyltrimethylammonium bromide [Br-].C(CCCCCCCCCC)C[N+](C)(C)[C-]1C=CC=C1.[CH-]1C=CC=C1.[Fe+2]